N-(1-methylpropylidene)-3-(trimethoxysilyl)-1-propaneamine CC(CC)=NCCC[Si](OC)(OC)OC